N2-(1-(2-methoxybenzyl)piperidin-4-yl)-5,7-dimethylpyrido[2,3-d]pyrimidine-2,4-diamine COC1=C(CN2CCC(CC2)NC=2N=C(C3=C(N2)N=C(C=C3C)C)N)C=CC=C1